ClC=1C(=NC=C(C1)NC(=O)NC=1C=NC=2N(C1[C@H](C)OC)N=C(C2)Cl)C(=O)NOC(C)C (S)-3-chloro-5-(3-(2-chloro-7-(1-methoxyethyl)pyrazolo[1,5-a]pyrimidin-6-yl)ureido)-N-isopropoxypyridinecarboxamide